O1CC[C@@H]2[C@H]1CN(C2)C2=NC1=CC=C(C=C1C=N2)CN2C[C@H]([C@@H](C2)COC)OC=2C=C1CN(C(C1=CC2)=O)[C@@H]2C(NC(CC2)=O)=O |o1:3,4| (S)-3-(5-(((3S,4S)-1-((2-((3aS*,6aS*)-hexahydro-5H-furo[2,3-c]pyrrol-5-yl)quinazolin-6-yl)methyl)-4-(methoxymethyl)pyrrolidin-3-yl)oxy)-1-oxoisoindolin-2-yl)piperidine-2,6-dione